3-[3-bromo-4-[(2,4-difluorophenyl)methoxy]-6-methyl-2-oxopyridin-1-yl]-N,4-dimethylbenzamide BrC=1C(N(C(=CC1OCC1=C(C=C(C=C1)F)F)C)C=1C=C(C(=O)NC)C=CC1C)=O